C[C@@]12C[C@H](N([C@H]2C1)C(CNC(C1=CC=C(C=C1)OC1=CC=CC=C1)=O)=O)C(=O)NCC1=CC(=CS1)C(OC)=N methyl 5-(((1S,3S,5S)-5-methyl-2-((4-phenoxybenzoyl)glycyl)-2-azabicyclo[3.1.0]-hexane-3-carboxamido)methyl)thiophene-3-carbimidate